Tert-butyl N-[5-[1-(2,6-dioxopiperidin-3-yl)-3-methyl-2-oxo-1,3-benzodiazol-4-yl]pent-4-yn-1-yl]carbamate O=C1NC(CCC1N1C(N(C2=C1C=CC=C2C#CCCCNC(OC(C)(C)C)=O)C)=O)=O